(S)-4-(5-(5-fluoro-2-methoxypyridin-4-yl)-1H-pyrazole-3-carbonyl)-N-((4R,7s)-1-oxaspiro[3.5]nonan-7-yl)-4-azaspiro[2.5]octane-7-carboxamide FC=1C(=CC(=NC1)OC)C1=CC(=NN1)C(=O)N1C2(CC2)C[C@H](CC1)C(=O)NC1CCC2(CCO2)CC1